1-((R)-4-((5-(1-((S)-1,1-difluoropropan-2-yl)-1H-benzo[d][1,2,3]triazol-6-yl)-4-methoxypyrrolo[2,1-f][1,2,4]triazin-2-yl)amino)-3,3-difluoropyrrolidin-1-yl)ethan-1-one FC([C@H](C)N1N=NC2=C1C=C(C=C2)C=2C=CN1N=C(N=C(C12)OC)N[C@H]1C(CN(C1)C(C)=O)(F)F)F